C(CC)N(C(=O)NC1=CC=CC=C1)CC N-propyl-N-ethylphenyl-urea